ClC=1C=C(C=CC1F)NC(N(CC(C)C)[C@H](C)C1=NNC(C2=CC(=CC=C12)F)=O)=O |r| Racemic-3-(3-chloro-4-fluorophenyl)-1-(1-(6-fluoro-4-oxo-3,4-dihydrophthalazin-1-yl)ethyl)-1-isobutylurea